tert-Butyl 5-(3-(imidazo[1,2-a]pyridin-2-yl)benzoyl)hexahydropyrrolopyrrole-2(1H)-carboxylate N=1C(=CN2C1C=CC=C2)C=2C=C(C(=O)C1NC3C(C1)NC(C3)C(=O)OC(C)(C)C)C=CC2